N[C@@H]1[C@@H](CN(CC1)C(=O)OC(C)(C)C)NC=1SC2=C(N1)C1=C(C=C2)OCC1 tert-Butyl cis-4-amino-3-[(7,8-dihydrofuro[3,2-e][1,3]benzothiazol-2-yl)amino]piperidine-1-carboxylate